Cl.Cl.Cl.N[C@H](C(=O)N1C=C(C2=CC(=CC=C12)OC)CCN(C)C)CCCCN (S)-2,6-diamino-1-(3-(2-(dimethylamino)ethyl)-5-methoxy-1H-indol-1-yl)-hexan-1-one trihydrochloride